3-phenyl-5-(pyrimidin-5-yl)quinazolin-4(3H)-one C1(=CC=CC=C1)N1C=NC2=CC=CC(=C2C1=O)C=1C=NC=NC1